Cl.C1C(CC12CNCC2)=O 6-azaspiro[3.4]octan-2-one HCl